Bis(2-ethylhexyl)-1,4-cyclohexan-dicarboxylat C(C)C(COC(=O)C1CCC(CC1)C(=O)OCC(CCCC)CC)CCCC